OC(COC=1C(=C(C2=CC=C(C=C2C1)C1=CC=CC=C1)C1=CC=CC2=CC(=CC=C12)C1=CC=CC=C1)OCC(C)O)C bis(2-hydroxypropoxy)-6,6'-diphenyl-1,1'-binaphthyl